CCCCCCC(C(/C=C/C(CCCCCCC(=O)O)O)O)O The molecule is an olefinic fatty acid that is (9E)-octadec-9-enoic acid substituted by hydroxy groups at positions 8, 11 and 12. It has been isolated from Allium fistulosum and Ophiopogon japonicus. It has a role as a plant metabolite and an antifungal agent. It is an olefinic fatty acid and a hydroxy monounsaturated fatty acid.